FC(C=1N=C(OC1C(=O)N1[C@@H](C2=C(CC1)NC=N2)C=2OC1=C(N2)C=C(C=C1)C)C=1C=NN(C1)C)F (S)-(4-(difluoromethyl)-2-(1-methyl-1H-pyrazol-4-yl)oxazol-5-yl)(4-(5-methylbenzo[d]oxazol-2-yl)-6,7-dihydro-1H-imidazo[4,5-c]pyridin-5(4H)-yl)methanone